FC1([C@@H](COC1)NC(N(C)[C@@H](C)C1=C(C=NC=C1)CC)=O)F 3-[(3R)-4,4-difluorotetrahydrofuran-3-yl]-1-[(1S)-1-(3-ethyl-4-pyridyl)ethyl]-1-methyl-urea